1H-PYRAZOLO[4,3-G]ISOQUINOLINE N1N=CC=2C=C3C=CN=CC3=CC21